7-methyl-8-nitroimidazo[1,2-a]pyridine CC1=C(C=2N(C=C1)C=CN2)[N+](=O)[O-]